BrC1=CC=C(C=C1)Br 1,4-Dibromo-benzol